3-(5-(difluoromethyl)-1,3,4-thiadiazol-2-yl)-8-((3S,5S)-3,5-dimethylpiperazine-1-yl)-N-(3-methyloxetane-3-yl)imidazo[1,5-a]pyridine-6-sulfonamide FC(C1=NN=C(S1)C1=NC=C2N1C=C(C=C2N2C[C@@H](N[C@H](C2)C)C)S(=O)(=O)NC2(COC2)C)F